O\N=C(/N)\C1=CC=C2C=NNC2=C1 (Z)-N'-hydroxy-1H-indazole-6-carboxamidine